6,8-dibromo-3-iodo-5-methyl-imidazo[1,2-a]pyrazine BrC=1N=C(C=2N(C1C)C(=CN2)I)Br